F[P-](F)(F)(F)(F)F.ClC=1C=CC2=C(N(N=N2)O[P+](N2CCCC2)(N2CCCC2)N2CCCC2)C1 ((6-chloro-1H-benzo[d][1,2,3]triazol-1-yl)oxy)tri(pyrrolidin-1-yl)phosphonium hexafluoro-phosphate